OC=1C=C(C(=O)NCCCCCCCC(=O)[O-])C=CC1.OCC[N+](C)(C)C 2-Hydroxy-N,N,N-trimethylethylammonium 8-(3-hydroxybenzoylamino)octanoate